bismaleimide carbon nitrogen [N].[C].C1(C=CC(N1)=O)=O.C1(C=CC(N1)=O)=O